isothiocyanato-trans-cyclohexyl-terphenyl N(=C=S)C=1C(=C(C=CC1)C=1C(=CC=CC1)C1=CC=CC=C1)C1CCCCC1